[Ce].[Sn] tin cerium